ClC=1C(=C(C=CC1)NCC(=O)N1[C@@H]2CC([C@H]([C@@H]1C(=O)N[C@H](C[C@@H]1C(NCC1)=O)\C=C(/S(=O)(=O)C)\F)CC2)(F)F)C (1S,3R,4S)-2-((3-chloro-2-methylphenyl)glycyl)-5,5-difluoro-N-((R,Z)-4-fluoro-4-(methylsulfonyl)-1-((R)-2-oxopyrrolidin-3-yl)but-3-en-2-yl)-2-azabicyclo[2.2.2]octane-3-carboxamide